3-fluoro-5-(prop-1-en-2-yl)isonicotinic acid methyl ester COC(C1=C(C=NC=C1C(=C)C)F)=O